C(#N)N1C[C@@H](CC1)NC(=O)C1=CC(=NO1)C=1C=NC=CC1 (R)-N-(1-cyanopyrrolidin-3-yl)-3-(pyridin-3-yl)isoxazole-5-carboxamide